1H-cyclopenta[b]benzofuran-5-butanoic acid methyl ester COC(CCCC1=CC=CC=2C3=C(OC21)C=CC3)=O